C(C1=CC=CC=C1)CN1CC=CC=C1 N-benzylmethylpyridine